FC(C1CCC=2N1N=C(N2)C(=O)N)(F)F 5-(trifluoromethyl)-6,7-dihydro-5H-pyrrolo[1,2-b][1,2,4]Triazole-2-carboxamide